C(CC)NC(O[C@H]1C[C@H](CC1)C1=CC(=NN1)NC(=O)C1=CC=NN1CCN(C)C)=O (1R,3S)-3-{3-[({1-[2-(dimethylamino)ethyl]-1H-pyrazol-5-yl}carbonyl)amino]-1H-pyrazol-5-yl}cyclopentyl propylcarbamate